1-methoxy-4-(1E)-1-propen-1-ylbenzene COC1=CC=C(C=C1)\C=C\C